(5'S,7a'R)-1-[5-(1,3-oxazol-2-yl)-4-(trifluoromethyl)pyrimidin-2-yl]-5'-phenyltetrahydro-3'H-spiro[piperidine-4,2'-pyrrolo[2,1-b][1,3]oxazol]-3'-one O1C(=NC=C1)C=1C(=NC(=NC1)N1CCC2(C(N3[C@H](O2)CC[C@H]3C3=CC=CC=C3)=O)CC1)C(F)(F)F